(2-(3-fluorophenyl)butyrylamino)-5-carbamoyl-4-methylthiophene-3-carboxylic acid methyl ester COC(=O)C1=C(SC(=C1C)C(N)=O)NC(C(CC)C1=CC(=CC=C1)F)=O